ClC1=C(C=CC=C1)NC(=O)NC1CN(C(C1)=O)C=1C=CC=C2C=CC=NC12 1-(2-chlorophenyl)-3-(5-oxo-1-quinoline-8-ylpyrrolidin-3-yl)urea